3-Chloro-6-[[(1R)-1-(3,6-dimethyl-4-oxo-2-phenyl-chromen-8-yl)ethyl]amino]-2-fluoro-N'-hydroxy-benzamidine ClC=1C(=C(C(=NO)N)C(=CC1)N[C@H](C)C=1C=C(C=C2C(C(=C(OC12)C1=CC=CC=C1)C)=O)C)F